[Br-].C(CCCCCCCCCCCCCCC)[N+](C)(C)C CetylTri-methyl-Ammonium Bromide